O=C1N=C(C=C2N1C[C@]13CO[C@H](CN12)C3)OCCC=3C=CC(=C(C#N)C3)OC3=CC(=NC=C3)C(F)(F)F 5-(2-(((3S,11aR)-9-oxo-3,4-dihydro-1H,9H,11H-3,11a-methanopyrimido[6',1':2,3]imidazo[5,1-c][1,4]oxazin-7-yl)oxy)ethyl)-2-((2-(trifluoromethyl)pyridin-4-yl)oxy)benzonitrile